NC\C=C(\CN1C(=NC2=C1C=CC=C2C=2C=C(C=CC2)S(=O)(=O)N(C)C)CC)/F (Z)-3-(1-(4-amino-2-fluorobut-2-en-1-yl)-2-ethyl-1H-benzo[d]imidazol-4-yl)-N,N-dimethylbenzenesulfonamide